amino-1-benzyl-piperidine NC1N(CCCC1)CC1=CC=CC=C1